5-(3-(4-(Hydroxy(phenyl)methyl)-1H-imidazol-2-yl)phenoxy)-N-(3,3,3-trifluoro-2-hydroxypropyl)-1H-indole-4-carboxamide OC(C=1N=C(NC1)C=1C=C(OC2=C(C=3C=CNC3C=C2)C(=O)NCC(C(F)(F)F)O)C=CC1)C1=CC=CC=C1